tert-butyl (2R,4S)-4-(3-(2,6-bis(benzyloxy) pyridin-3-yl)-1-methyl-1H-indazol-6-yl)-2-methylpiperidine-1-carboxylate C(C1=CC=CC=C1)OC1=NC(=CC=C1C1=NN(C2=CC(=CC=C12)[C@@H]1C[C@H](N(CC1)C(=O)OC(C)(C)C)C)C)OCC1=CC=CC=C1